(S)-6-methoxy-N-(4-(3-phenylisoxazolidin-2-yl)-7H-pyrrolo[2,3-d]pyrimidin-2-yl)-1,2,3,4-tetrahydroisoquinolin-5-amine COC1=C(C=2CCNCC2C=C1)NC=1N=C(C2=C(N1)NC=C2)N2OCC[C@H]2C2=CC=CC=C2